1-(2-bromophenyl)-2-isopropyl-1H-indene BrC1=C(C=CC=C1)C1C(=CC2=CC=CC=C12)C(C)C